CNCCN1CCN(CC1)C N-methyl-2-(4-methylpiperazin-1-yl)ethanamine